S1C(=NC2=C1C=CC=C2)CC=2NC1=C(N2)C=CC=C1 (2-benzothiazolyl)(2-benzimidazolyl)methane